C(CCCCCCCCCCCCCCC)[NH+]1C(N(CC1)CCCCCCCCCCCO)C hexadecyl-3-(11-hydroxyundecyl)-2-methyl-imidazolinium